N1C(=NC=C1)\C=N\C1=C(C(=C2C=CC=CC2=C1)N)N (E)-3-(((1H-imidazole-2-yl)methylene)amino)naphthalenediamine